F[C@@H]1C[C@H](N(C1)C(=O)C1(CC1)C1=CC=C(C=C1)OC(F)(F)F)C(=O)N[C@H](C#C)CC(=O)N (2S,4R)-4-Fluoro-N-[(1S)-1-(2-amino-2-oxo-ethyl)prop-2-ynyl]-1-[1-[4-(trifluoro-methoxy)phenyl]cyclopropanecarbonyl]pyrrolidine-2-carboxamide